ClC1=NN=C2N1C=CC=C2 3-chloro-[1,2,4]triazolo[4,3-a]pyridine